tert-butyl (4-((tert-butyldimethylsilyl)oxy)-2-(hydroxy(pyridin-4-yl)methyl)phenyl)carbamate [Si](C)(C)(C(C)(C)C)OC1=CC(=C(C=C1)NC(OC(C)(C)C)=O)C(C1=CC=NC=C1)O